4-[(3S)-3-amino-3-methylpyrrolidin-1-yl]-N-[(1S)-1-cyclopropylethyl]-5-(1-methyl-1H-indazol-6-yl)pyridine-3-carboxamide N[C@@]1(CN(CC1)C1=C(C=NC=C1C1=CC=C2C=NN(C2=C1)C)C(=O)N[C@@H](C)C1CC1)C